[Si](C)(C)(C(C)(C)C)OCC[C@H](N)C1=C(C(=CC=C1)Cl)F (S)-3-(tert-butyldimethylsilyloxy)-1-(3-chloro-2-fluorophenyl)propan-1-amine